monoisopropoxyaluminum bis(oleyl acetoacetate) C(CCCCCCC\C=C/CCCCCCCC)CC(CC(=O)[O-])=O.C(CCCCCCC\C=C/CCCCCCCC)CC(CC(=O)[O-])=O.C(C)(C)O[Al+2]